2-(((5-methyl-3-(trifluoromethyl)isoxazol-4-yl)methyl)thio)-3,5,6,7-tetrahydro-4H-cyclopenta[d]pyrimidin-4-one CC1=C(C(=NO1)C(F)(F)F)CSC=1NC(C2=C(N1)CCC2)=O